tert-butyl 3-(4-(methoxycarbonyl)phenyl)-1H-indole-1-carboxylate COC(=O)C1=CC=C(C=C1)C1=CN(C2=CC=CC=C12)C(=O)OC(C)(C)C